COC=1C(=C2C=CN(C2=C(C1)C)C(=O)OC(C)(C)C)CN1C(CC(CC1)=O)C1=CC=C(C=C1)C(=O)OC tert-butyl 5-methoxy-4-((2-(4-(methoxycarbonyl) phenyl)-4-oxopiperidin-1-yl) methyl)-7-methyl-1H-indole-1-carboxylate